1,3-dimethyl-N-[(1s,4s)-4-({2-cyanoimidazo[1,2-a]pyridin-5-yl}amino)cyclohexyl]-1H-pyrazole-4-carboxamide CN1N=C(C(=C1)C(=O)NC1CCC(CC1)NC1=CC=CC=2N1C=C(N2)C#N)C